C1(=CC=CC2=CC=CC=C12)C=1C=C(C=CC1)B(O)O (3-(naphthalen-1-yl)phenyl)-boronic acid